O=C(C(C(C(=O)O)=O)=O)CCCCCCC(=O)O trioxoundecanedioic acid